C(C)(C)=C([C@H]([C@@H]1[C@@H]([C@H]([C@@H](O)O1)O)O)O)O isopropyliden-α-D-glucofuranose